ClC1=CC=C(C=C1)C1CN(CCN1C(CNC(\C=C\C1=C(C=C(C=C1)C(F)(F)F)F)=O)=O)C(=O)OC(C)(C)C tert-butyl 3-(4-chlorophenyl)-4-[2-[[(E)-3-[2-fluoro-4-(trifluoromethyl)phenyl]prop-2-enoyl]amino]acetyl]piperazine-1-carboxylate